N-Benzylquinolin-4-amine C(C1=CC=CC=C1)NC1=CC=NC2=CC=CC=C12